Cholesterol sulfate pyridinium salt [NH+]1=CC=CC=C1.S(=O)(=O)([O-])O[C@@H]1CC2=CC[C@H]3[C@@H]4CC[C@H]([C@@H](CCCC(C)C)C)[C@]4(CC[C@@H]3[C@]2(CC1)C)C